bis-trifluoromethyl-styrene FC(F)(F)C(=CC1=CC=CC=C1)C(F)(F)F